leucine n-hexyl ester hydrochloride Cl.C(CCCCC)OC([C@@H](N)CC(C)C)=O